[3-(difluoromethoxy)-4-(1-isopropyl-4-(trifluoromethyl)-1H-imidazol-2-yl)phenyl]methanamine FC(OC=1C=C(C=CC1C=1N(C=C(N1)C(F)(F)F)C(C)C)CN)F